diiodoxybenzene diacetate C(C)(=O)O.C(C)(=O)O.I(=O)(=O)C1=C(C=CC=C1)I(=O)=O